2,3-dimethylcyclopropanecarboxamide CC1C(C1C)C(=O)N